2,5-dioxopyrrolidin-1-yl 2-((tert-butoxycarbonyl) amino)-2-methylpropionate C(C)(C)(C)OC(=O)NC(C(=O)ON1C(CCC1=O)=O)(C)C